FC(S(=O)(=O)OC=1C(=C(C(=NC1)C=1C=NC(=CC1)F)N1CCC(CC1)C1=NN=CN1C)C#N)(F)F 4-cyano-6'-fluoro-3-[4-(4-methyl-1,2,4-triazol-3-yl)piperidin-1-yl]-[2,3'-bipyridin]-5-yl trifluoromethanesulfonate